FC1=C(C=CC=C1)[C@@H](CC1=NC(=NC(=N1)N[C@@H](CO)CC(C)C)CS(=O)(=O)N)C (4-((R)-2-(2-fluorophenyl)propyl)-6-(((R)-1-hydroxy-4-methylpent-2-yl)amino)-1,3,5-triazin-2-yl)methanesulfonamide